C(N)(O)=O.C methane carbamate